ClC=1C=C(C#N)C=C(C1)C[C@H](C)N1C[C@H]([C@@H](C1)C)COC1=CC=C(C=C1)S(=O)(=O)C 3-chloro-5-[(2S)-2-[(3S,4S)-3-[(4-methanesulfonylphenoxy)methyl]-4-methylpyrrolidin-1-yl]propyl]benzonitrile